4-amino-3,5-dibromobenzenesulfonic acid sodium salt [Na+].NC1=C(C=C(C=C1Br)S(=O)(=O)[O-])Br